1-[(tert-butoxy)carbonyl]-5-oxopyrrolidine-3-carboxylic acid C(C)(C)(C)OC(=O)N1CC(CC1=O)C(=O)O